1-(9H-fluoren-9-yl)-4,7-dimethyl-3,8-dioxo-2,9-dioxa-4,7-diazaundecan C1=CC=CC=2C3=CC=CC=C3C(C12)COC(N(CCN(C(OCC)=O)C)C)=O